1-(3-chloro-5'-fluoro-2'-hydroxy-3'-(5-(piperazin-1-yl)pyridin-3-yl)-[1,1'-biphenyl]-4-yl)-3-methyl-1H-imidazol-2(3H)-one ClC=1C=C(C=CC1N1C(N(C=C1)C)=O)C1=C(C(=CC(=C1)F)C=1C=NC=C(C1)N1CCNCC1)O